CN1N=C(C=C1C)NC1=NC=C(C(=N1)C1=CNC2=C(C=CC=C12)NC(CN1C[C@H](CC1)OC1=NC(=NC=C1)NCC(F)(F)F)=O)C (S)-N-(3-(2-((1,5-dimethyl-1H-pyrazol-3-yl)amino)-5-methylpyrimidin-4-yl)-1H-indol-7-yl)-2-(3-((2-((2,2,2-trifluoroethyl)amino)pyrimidin-4-yl)oxy)pyrrolidin-1-yl)acetamide